C(C)(C)(C)OC(=O)N1C[C@@H](CC1)N1N=C(C=C1)NC=1SC(=CN1)C(=O)OC methyl 2-[[1-[(3R)-1-tert-butoxycarbonylpyrrolidin-3-yl]pyrazol-3-yl]amino]thiazole-5-carboxylate